Benzyl 6-benzyl-5-oxo-1,5,6,8,9,10-hexahydropyrido[3,4-e]pyrimido[1,2-a]pyrimidine-3(4H)-carboxylate C(C1=CC=CC=C1)N1C=2N(C3=C(C1=O)CN(CC3)C(=O)OCC3=CC=CC=C3)CCCN2